(R)-3-(2-ethynylthiazol-4-yl)-1-(2-hydroxy-1-(6-(pyrrolidin-1-yl)-[2,3'-bipyridin]-6'-yl)-ethyl)-1-methylurea C(#C)C=1SC=C(N1)NC(N(C)[C@@H](CO)C1=CC=C(C=N1)C1=NC(=CC=C1)N1CCCC1)=O